ClC1=CC=CC=2C(C=C(OC21)C=2SC=C(N2)C2=C(C(=O)O)C=CC=C2)=O (2-(8-chloro-4-oxo-4H-benzopyran-2-yl)thiazol-4-yl)benzoic acid